4-fluoro-2-(4-methoxybenzyl)-3-methylisoindolin-1-one FC1=C2C(N(C(C2=CC=C1)=O)CC1=CC=C(C=C1)OC)C